C(C)OC(C(C1=C2N(C=N1)CCC2)N2N=C1C=C(C=C(C1=C2)F)Br)=O 2-(6-bromo-4-fluoro-2H-indazol-2-yl)-2-(6,7-dihydro-5H-pyrrolo[1,2-c]imidazol-1-yl)acetic acid ethyl ester